C1(CC1)C1=NN(C(=C1C(F)(F)F)C(=O)NC1=CC(=NC=C1)S(=O)(=N)C)CC12CC(C(C1)C2)(F)F 3-cyclopropyl-1-((3,3-difluorobicyclo[2.1.1]hexan-1-yl)methyl)-N-(2-(S-methylsulfonimidoyl)pyridin-4-yl)-4-(trifluoromethyl)-1H-pyrazole-5-carboxamide